(E)-2-((dimethylamino)methylene)-4-methyl-3-oxo-4-(trifluoromethyl)pyrrolidine-1-carboxylic acid tert-butyl ester C(C)(C)(C)OC(=O)N1/C(/C(C(C1)(C(F)(F)F)C)=O)=C/N(C)C